5-chloro-2-{[4-hydroxy-4-(trifluoromethyl)piperidin-1-yl]methyl}-7,8-dihydro-6H-spiro[[1,3]oxazolo[5,4-f]quinazoline-9,1'-cyclohexane]-7-one ClC=1C=C2C(=C3C1NC(NC31CCCCC1)=O)OC(=N2)CN2CCC(CC2)(C(F)(F)F)O